Cl.C1(CC1)COC=1C=C(C=CC1OC(F)F)C1C[C@H](NC1)CC#N ((2S)-4-(3-(cyclopropylmethoxy)-4-(difluoromethoxy)phenyl)pyrrolidin-2-yl)acetonitrile hydrochloride